tert-butyl 4-[6-(methoxymethyl)-1,3-benzooxazol-2-yl]-4-methylpiperidine-1-carboxylate COCC1=CC2=C(N=C(O2)C2(CCN(CC2)C(=O)OC(C)(C)C)C)C=C1